O[C@H]1CN(CC1)C1=C(C=C(C=C1)C(F)(F)F)NS(=O)(=O)C=1C=C(C(=O)O)C=CC1OC (R)-3-(N-(2-(3-hydroxypyrrolidin-1-yl)-5-(trifluoromethyl)phenyl)sulfamoyl)-4-methoxybenzoic acid